Cl.NCC(CN1N=C2C(CN(CC2)C2=CC=C(C=C2)F)=C1)=CF 2-(2-(aminomethyl)-3-fluoroallyl)-5-(4-fluorophenyl)-2,5,6,7-tetrahydro-4H-pyrazolo[4,3-c]pyridine hydrochloride